C(C)N(CCCOC(=O)OCC(COC(CCCCCCCC=CCC=CCCCCC)=O)COC(C(CCCCCCCCC)CCCCCCC)=O)CC 3-(((3-(diethylamino)propoxy)carbonyl)oxy)-2-(((2-heptylundecanoyl)oxy)methyl)propyloctadeca-9,12-dienoate